4,13-dichloro-8-ethyl-6,8,10-triazatricyclo[9.4.0.02,7]pentadeca-1(11),2(7),3,5,12,14-hexaen-9-one ClC1=CC=2C=3C=CC(=CC3NC(N(C2N=C1)CC)=O)Cl